3-(4-morpholino-7H-pyrrolo[2,3-d]pyrimidin-5-yl)benzonitrile O1CCN(CC1)C=1C2=C(N=CN1)NC=C2C=2C=C(C#N)C=CC2